9-(4-hydroxy-2-methylquinolin-6-yl)-6,7-dimethoxynaphtho[2,3-c]furan-1(3H)-one OC1=CC(=NC2=CC=C(C=C12)C1=C2C=C(C(=CC2=CC2=C1C(OC2)=O)OC)OC)C